1-(1-methyl-1H-benzo[d]imidazole-2-carbonyl)piperidine-3-carboxamide CN1C(=NC2=C1C=CC=C2)C(=O)N2CC(CCC2)C(=O)N